N-{[4-(5-chloropyridine-3-sulfonyl)phenyl]methyl}-1H-pyrrolo[3,2-c]pyridine-2-carboxamide ClC=1C=C(C=NC1)S(=O)(=O)C1=CC=C(C=C1)CNC(=O)C1=CC=2C=NC=CC2N1